4-(6,7-Dihydro-5H-pyrrolo[1,2-c]imidazol-5-yl)-2-methoxybenzonitrile C1=C2N(C=N1)C(CC2)C2=CC(=C(C#N)C=C2)OC